Tert-butyl (3-cyano-5-fluoro-4-(5-fluoro-3-((1-((4-(fluoromethylidene)piperidin-1-yl)methyl)cyclopropyl)methoxy)-7,9-dihydrofuro[3,4-f]quinazolin-6-yl)benzo[b]thiophen-2-yl)carbamate C(#N)C=1C2=C(SC1NC(OC(C)(C)C)=O)C=CC(=C2C=2C1=C(C=3C=NC(=NC3C2F)OCC2(CC2)CN2CCC(CC2)=CF)COC1)F